2-({4-[(2S)-2-(4-chloro-2-fluorophenyl)-2-methyl-1,3-benzodioxol-4-yl]piperidin-1-yl}methyl)-1-[(1-ethyl-1H-imidazol-5-yl)methyl]-1H-benzimidazole-6-carboxylic acid ClC1=CC(=C(C=C1)[C@@]1(OC2=C(O1)C=CC=C2C2CCN(CC2)CC2=NC1=C(N2CC2=CN=CN2CC)C=C(C=C1)C(=O)O)C)F